6-bromo-5-fluoro-1H-benzo[d][1,2,6]oxazaborinin-1-ol BrC=1C=CC2=C(C=NOB2O)C1F